[Si](C1=CC=CC=C1)(C1=CC=CC=C1)(C(C)(C)C)OC[C@]12CC[C@H](N2C[C@@H](C1)F)C (2R,5R,7aS)-7a-(((tert-butyldiphenylsilyl)oxy)methyl)-2-fluoro-5-methylhexahydro-1H-pyrrolizine